3-((4-((4-(6-methylpyridin-2-yl)-2-(trifluoromethyl)thiazol-5-yl)oxy)pyridin-2-yl)amino)benzenesulfonamide CC1=CC=CC(=N1)C=1N=C(SC1OC1=CC(=NC=C1)NC=1C=C(C=CC1)S(=O)(=O)N)C(F)(F)F